ClC1=C(C=CC=2C3=C(N(C12)CC#N)CCN([C@H]3C)C(=O)C3=NC=C(C=N3)OC)Cl (S)-2-(6,7-dichloro-2-(5-methoxypyrimidine-2-carbonyl)-1-methyl-1,2,3,4-tetrahydro-5H-pyrido[4,3-b]indol-5-yl)acetonitrile